C1(C(CC(CC1)CCC(=O)OCCCCCCCC)CCC(=O)OCCCCCCCC)CCC(=O)OCCCCCCCC tri(n-octyl) cyclohexane-1,2,4-tripropionate